4-{8-Amino-3-[(6'R,8a'S)-1',3'-dioxohexahydrospiro[cyclopropan-1,2'-indolizin]-6'-yl]imidazo[1,5-a]pyrazin-1-yl}-N-(4-methylpyridin-2-yl)benzamid NC=1C=2N(C=CN1)C(=NC2C2=CC=C(C(=O)NC1=NC=CC(=C1)C)C=C2)[C@H]2CN1C(C3(C([C@@H]1CC2)=O)CC3)=O